O(C1=CC=CC=C1)C1=NC(=NC=C1)CO (4-phenoxy-2-pyrimidinyl)methanol